BrC1=C(C(=C2C(NC(=NC2=C1)Cl)=O)OCCNCC1=NN(C=C1)C(C1=CC=CC=C1)(C1=CC=CC=C1)C1=CC=CC=C1)Cl 7-bromo-2,6-dichloro-5-(2-(((1-trityl-1H-pyrazol-3-yl)methyl)amino)ethoxy)quinazolin-4(3H)-one